6-(2-(1-cyclopropyl-1H-pyrazol-4-yl)tetrahydro-2H-pyran-4-yl)-8-(2,4-difluorophenyl)-2,3-dimethylpyrimido[5,4-d]pyrimidin-4(3H)-one C1(CC1)N1N=CC(=C1)C1OCCC(C1)C=1N=C(C=2N=C(N(C(C2N1)=O)C)C)C1=C(C=C(C=C1)F)F